6-ethyl-5-(methylsulfonylamino)pyridine C(C)C1=C(C=CC=N1)NS(=O)(=O)C